[Na+].[Na+].C(CCCCCCCCCCCCCCCCC)(=O)N[C@@H](CCC(=O)[O-])C(=O)[O-] N-stearoyl-L-glutamic acid disodium salt